COC1=C(C(=O)O)C(=CC(=C1)C1=CN(C(C2=CN=CC=C12)=O)C)OC 2,6-dimethoxy-4-(2-methyl-1-oxo-1,2-dihydro-2,7-naphthyridin-4-yl)benzoic acid